FC=1C=NC(=NC1)N1C[C@H]2N(C=3C=CC=CC3C2)CC1 (S)-2-(5-fluoropyrimidin-2-yl)-1,2,3,4,10,10a-hexahydropyrazino[1,2-a]indole